4-nitro-N-(1,6,6-trimethyl-1,4,5,6-tetrahydropyrrolo[3,4-c]pyrazol-3-yl)benzamide [N+](=O)([O-])C1=CC=C(C(=O)NC=2C3=C(N(N2)C)C(NC3)(C)C)C=C1